4-methyl-1-(3-(3-methyl-1H-pyrazolo[3,4-b]pyridin-5-yl)imidazo[1,2-b]pyridazin-6-yl)piperidin-4-ol CC1(CCN(CC1)C=1C=CC=2N(N1)C(=CN2)C=2C=C1C(=NC2)NN=C1C)O